Cl.Cl.N1C(=NCC2=CC=CC=C12)SCC=1N2C(SC1)=NC(C2)CC2=CC=C(C=C2)F 3-(((1,4-dihydroquinazolin-2-yl)thio)methyl)-6-(4-fluorobenzyl)-5,6-dihydroimidazo[2,1-b]Thiazole dihydrochloride